CC1=NC(=CC=C1CN1N=C2C3=C(CCC2=C1)OC(=C3C)C(=O)OCC)C ethyl 2-[(2,6-dimethylpyridin-3-yl) methyl]-8-methyl-4,5-dihydro-2H-furo[2,3-g]indazole-7-carboxylate